8-methyl-6-[(1-methyl-6-oxo-3-piperidinyl)oxy]-2-pyrrolo[1,2-c]pyrimidin-3-yl-3H-quinazolin-4-one CC=1C=C(C=C2C(NC(=NC12)C1=CC=2N(C=N1)C=CC2)=O)OC2CN(C(CC2)=O)C